C(C)(C)(C)OC(NC1=CC=C(C=C1)C1=NN(C(=C1)NC(C1=CC=C(C=C1)OC)=O)C)=O tert-Butyl-(4-(5-(4-methoxybenzamido)-1-methyl-1H-pyrazol-3-yl)phenyl)carbamate